CC(=O)CC(=O)CC(=O)[O-] The molecule is the conjugate base of triacetic acid; major species at pH 7.3. It is a conjugate base of a triacetic acid.